CONC(=O)C1=CC=2N=C(N=C(C2O1)N1CCOCC1)NC1=NNC(=C1)C1=CC=CC=C1 N-methoxy-4-morpholino-2-[(5-phenyl-1H-pyrazol-3-yl)amino]furo[3,2-d]pyrimidine-6-carboxamide